α-hydroxyoctanoic acid OC(C(=O)O)CCCCCC